gamma-thiovalerolactone C1(CCC(C)O1)=S